5,7-dimethoxy-3-(1-naphthoyl)-coumarin COC1=C2C=C(C(OC2=CC(=C1)OC)=O)C(=O)C1=CC=CC2=CC=CC=C12